isopropyl 2-chloro-4-(3,3-dimethyl-3,5,6,7-tetrahydrocyclopenta[b]pyrrolo[2,3-e]pyridin-1(2H)-yl)pyrimidine-5-carboxylate ClC1=NC=C(C(=N1)N1CC(C2=C1C=C1C(=N2)CCC1)(C)C)C(=O)OC(C)C